C(C)(=O)N1CC[C@@H]2N(C([C@H](C1)NC(=O)C1=CC=C3C=CC(=NC3=C1)C(F)(F)P(O)(O)=O)=O)[C@@H](CC2)C(N(C)C=2C=C1C=CN=NC1=CC2)=O ((7-(((5S,8S,10aR)-3-acetyl-8-(cinnolin-6-yl(methyl)carbamoyl)-6-oxodecahydropyrrolo[1,2-a][1,5]diazocin-5-yl)carbamoyl)quinolin-2-yl)difluoromethyl)phosphonic Acid